N-[(6-Amino-2-pyridyl)sulfonyl]-6-(3-fluoro-5-isobutoxyphenyl)-2-(2-methoxycyclohexoxy)pyridin-3-carboxamid NC1=CC=CC(=N1)S(=O)(=O)NC(=O)C=1C(=NC(=CC1)C1=CC(=CC(=C1)OCC(C)C)F)OC1C(CCCC1)OC